N[C@@H]([C@@H](C(=O)N[C@H](C(=O)O)C1=CC(=CC=C1)OC(F)(F)F)O)CC1=CC(=CC=C1)F (S)-2-((2S,3R)-3-amino-4-(3-fluorophenyl)-2-hydroxybutanamido)-2-(3-(trifluoromethoxy)phenyl)acetic acid